methyl 5-[3-(1,3,5-trimethylpyrazol-4-yl)pyrazolo[1,5-a]pyridin-5-yl]furan-3-carboxylate CN1N=C(C(=C1C)C=1C=NN2C1C=C(C=C2)C2=CC(=CO2)C(=O)OC)C